C(C)(C)(C)OC(NC(CC1=NC(=C(C=C1OC)CCCCCC)OC)C)=O (1-(5-hexyl-3,6-dimethoxypyridin-2-yl)propan-2-yl)carbamic acid tert-butyl ester